COCCC#CC1=C(C=C(C=N1)C=1C=C(C=CC1C)NC(C1=CC(=NC=C1)C(F)(F)F)=O)N1CCOCC1 N-(3-(6-(4-methoxy-but-1-yn-1-yl)-5-morpholinopyridin-3-yl)-4-methyl-phenyl)-2-(trifluoro-methyl)isonicotinamide